C(C=C)(=O)OCCC[Si](OC)(OC)C 3-(acryloxy)propyl-methyldimethoxysilane